((((5-((4-tert-butylphenoxy) methyl)-1,3,4-oxadiazol-2-yl) mercapto) methyl) phenyl) acetate C(C)(=O)OC1=C(C=CC=C1)CSC=1OC(=NN1)COC1=CC=C(C=C1)C(C)(C)C